1-(2-chloro-4-(3-fluorobenzyloxy)benzyl)-4-fluoropyrrolidine-2-carboxamide ClC1=C(CN2C(CC(C2)F)C(=O)N)C=CC(=C1)OCC1=CC(=CC=C1)F